3-(4-Chlorophenyl)1-[2-(4-cyanophenyl)ethyl]urea ClC1=CC=C(C=C1)NC(NCCC1=CC=C(C=C1)C#N)=O